9-fluoro-5-(hydroxymethyl)-6-iodo-2,3-dihydro-7H-[1,4]oxazino[2,3,4-ij]quinolin-7-one FC=1C=C2C(C(=C(N3C2=C(C1)OCC3)CO)I)=O